(3S)-3-(2-(5-(2-(azetidin-1-yl)ethyl)-2-oxo-4-(trifluoromethyl)pyridin-1(2H)-yl)-4-methylpentanamido)-3-(2,4-difluoro-2',5,6'-trimethyl-4'-(trifluoromethyl)biphenyl-3-yl)propanoic acid N1(CCC1)CCC=1C(=CC(N(C1)C(C(=O)N[C@@H](CC(=O)O)C=1C(=C(C=C(C1F)C)C1=C(C=C(C=C1C)C(F)(F)F)C)F)CC(C)C)=O)C(F)(F)F